CN1C=C(C=2C1=NC=CC2)B2OC(C(O2)(C)C)(C)C 1-methyl-3-(4,4,5,5-tetramethyl-1,3,2-dioxaborolan-2-yl)-1H-pyrrolo[2,3-b]pyridine